BrC(C(=O)NC1=CC=C(C=N1)OC(NCCC)=O)C (6-(2-bromopropanamido)pyridin-3-yl)(propyl)carbamate